C(C)(C)(CC(C)(C)C)NC(C1=CC(=CC(=C1)NC(C(C)(C)C)=O)NC(C(C)(C)C)=O)=O N-t-octyl-3,5-bis-(pivaloylamino)-benzamide